ClC=1C=C(C#N)C=C(C1)OC1=C(N=CN(C1=O)CC=1C(NN=C(C1)C(F)F)=O)C(C)(F)F 3-chloro-5-((4-(1,1-difluoroethyl)-1-((6-(difluoromethyl)-3-oxo-2,3-dihydropyridazin-4-yl)methyl)-6-oxo-1,6-dihydropyrimidin-5-yl)oxy)benzonitrile